2,3,4,6-tetra-O-acetyl-alpha-D-glucopyranosyl-L-threonine C(C)(=O)O[C@H]1[C@H](O[C@@H]([C@H]([C@@H]1O)OC(C)=O)COC(C)=O)N[C@@H]([C@H](OC(C)=O)C)C(=O)O